methyl (S)-2-(2-(2-(3-((tert-butoxycarbonyl)amino)piperidin-1-yl)thiazole-4-carboxamido)acrylamido)acrylate C(C)(C)(C)OC(=O)N[C@@H]1CN(CCC1)C=1SC=C(N1)C(=O)NC(C(=O)NC(C(=O)OC)=C)=C